2-[(2S,4R)-4-fluoro-2-{[(S)-[3-fluoro-4-(1-methylcyclopropyl)phenyl](phenyl) methyl]carbamoyl}pyrrolidin-1-yl]-2-oxoethyl 4-methylpiperazine-1-carboxylate CN1CCN(CC1)C(=O)OCC(=O)N1[C@@H](C[C@H](C1)F)C(N[C@@H](C1=CC=CC=C1)C1=CC(=C(C=C1)C1(CC1)C)F)=O